(1R,3S)-3-(3-(2-(4-((4-(2-(2,6-dioxopiperidin-3-yl)-1,3-dioxoisoindolin-5-yl)piperazin-1-yl)methyl)phenyl)acetamido)-1H-pyrazol-5-yl)cyclopentyl (2S)-2-methylazetidine-1-carboxylate C[C@@H]1N(CC1)C(=O)O[C@H]1C[C@H](CC1)C1=CC(=NN1)NC(CC1=CC=C(C=C1)CN1CCN(CC1)C=1C=C2C(N(C(C2=CC1)=O)C1C(NC(CC1)=O)=O)=O)=O